5-(iso-pentenylaminomethyl)-2'-O-methyluridine triphosphate P(O)(=O)(OP(=O)(O)OP(=O)(O)O)OC[C@@H]1[C@H]([C@H]([C@@H](O1)N1C(=O)NC(=O)C(=C1)CNC=CC(C)C)OC)O